[Si](C1=CC=CC=C1)(C1=CC=CC=C1)(C(C)(C)C)OC=1C=C(COCCC2CCN(CC2)C(=O)OC(C)(C)C)C=C(C1OC)OC tert-butyl 4-(2-((3-((tert-butyldiphenylsilyl)oxy)-4,5-dimethoxybenzyl)oxy)ethyl)piperidine-1-carboxylate